4-(3-amino-1H-pyrazolo[4,3-b]pyridin-5-yl)-N-((1r,4r)-4-hydroxycyclohexyl)-3-methylbenzenesulfonamide NC1=NNC=2C1=NC(=CC2)C2=C(C=C(C=C2)S(=O)(=O)NC2CCC(CC2)O)C